C1(CC1)C1=CC=C(C(=O)C2=CC=CC(=N2)OC2CCN(CC2)C(=O)OC(C)(C)C)C=C1 tert-butyl 4-((6-(4-cyclopropylbenzoyl)pyridin-2-yl)oxy)piperidine-1-carboxylate